C(C#C)SC1=CC=CC2=C(C=CC=C12)SCC#C 1,5-bis(2-propyn-1-ylthio)-naphthalene